bis(3-methoxysilylpropyl)amine CO[SiH2]CCCNCCC[SiH2]OC